(R)-4'-(2-{4-[(4-fluoro-benzoylamino)-methyl]-[1,2,3]triazol-1-yl}-3-hydroxycarbamoyl-propyl)-biphenyl-4-carboxylic acid methylamide CNC(=O)C1=CC=C(C=C1)C1=CC=C(C=C1)C[C@H](CC(NO)=O)N1N=NC(=C1)CNC(C1=CC=C(C=C1)F)=O